tert-Butyl (S)-(1-chloro-7,7,7-trifluoro-6,6-dimethyl-2-oxoheptan-3-yl)carbamate ClCC([C@H](CCC(C(F)(F)F)(C)C)NC(OC(C)(C)C)=O)=O